FC1=CC=C(C=C1)C=1N=CN(C1C=1C=CC=2N(N1)C(=CN2)C(=O)N)CCO 6-(4-(4-fluorophenyl)-1-(2-hydroxyethyl)-1H-imidazol-5-yl)imidazo[1,2-b]pyridazine-3-carboxamide